FC1=C(C=C(C=C1C)C1=C(C=C(C=C1C)F)C)[C@H](CC(=O)O)NC(C(CC(C)C)N1C(C(=CC(=C1)CCN(C)C)C(F)F)=O)=O (3S)-3-(4,4'-difluoro-2',5,6'-trimethyl-[1,1'-biphenyl]-3-yl)-3-(2-(3-(difluoromethyl)-5-(2-(dimethylamino)ethyl)-2-oxopyridin-1(2H)-yl)-4-methylpentanamido)propanoic acid